FC1=C(N=CC2=C1N=C(N=C2N2CCC(CC2)C(=O)N2C(OCC2)=O)OCC21CCCN1CCC2)C2=CC=CC1=CC=CC(=C21)F 3-(1-(8-fluoro-7-(8-fluoronaphthalen-1-yl)-2-((tetrahydro-1H-pyrrolizin-7a(5H)-yl)methoxy)pyrido[4,3-d]pyrimidin-4-yl)piperidine-4-carbonyl)oxazolidin-2-one